C1(CCCCC1)NC(=O)C=1OC2=C(C1)C(=CC(=C2)OC)\C=C\C2=CC=C(C=C2)OC (E)-N-cyclohexyl-6-methoxy-4-(4-methoxystyryl)benzofuran-2-carboxamide